FC=1C=C(OCC=2C=C(C=CC2)\C=C/2\C(=C(C3=CC(=CC=C23)F)CC(=O)O)C)C=CC1F 2-[(1Z)-1-({3-[(3,4-Difluorophenoxy)methyl]phenyl}methylidene)-5-fluoro-2-methyl-1H-inden-3-yl]acetic acid